2,2-difluoro-2-(1,4,8-trioxaspiro[4.5]dec-7-yl)ethan-1-ol FC(CO)(C1CC2(OCCO2)CCO1)F